BrC=1C=C2C(=NC1)N(C(N2CC(=O)N2CC(C2)F)=O)C 6-bromo-1-(2-(3-fluoroazetidin-1-yl)-2-oxoEthyl)-3-methyl-1,3-dihydro-2H-imidazo[4,5-b]Pyridin-2-one